N-(adamantan-2-yl)-2-(6-(naphthalene-2-yl)-1,1-dioxido-1,2,6-thiadiazinan-2-yl)acetamide C12C(C3CC(CC(C1)C3)C2)NC(CN2S(N(CCC2)C2=CC3=CC=CC=C3C=C2)(=O)=O)=O